S1C=CC2=C1C(NC=C2)=O thieno[2,3-c]Pyridin-7(6H)-one